Cl.Cl.C1N(CCC2=CC=CC=C12)C[C@H](CN1CCOC2=C(C1=O)C=CC(=C2)OC2CNCCC2)O 4-[(2R)-3-(3,4-dihydro-1H-isoquinolin-2-yl)-2-hydroxy-propyl]-8-[(3-piperidinyl)oxy]-2,3-dihydro-1,4-benzoxazepin-5-one dihydrochloride